ClC=1C=C(C=CC1N1C(C(=CC=C1)C)=O)C1=C(C(=CC(=C1)F)C1=CC(=NC=C1)N1CCNCC1)O 1-(3-chloro-5'-fluoro-2'-hydroxy-3'-(2-(piperazin-1-yl)pyridin-4-yl)-[1,1'-biphenyl]-4-yl)-3-methylpyridin-2(1H)-one